tert-butyl (S)-(5-amino-5-(3-benzyl-1,2,4-oxadiazol-5-yl)pentyl)-carbamate N[C@@H](CCCCNC(OC(C)(C)C)=O)C1=NC(=NO1)CC1=CC=CC=C1